3-(5-((2-(3-(1H-indol-3-yl)-azetidin-1-yl)cyclohexyl)-oxy)-1-oxoisoindolin-2-yl)-piperidine-2,6-dione N1C=C(C2=CC=CC=C12)C1CN(C1)C1C(CCCC1)OC=1C=C2CN(C(C2=CC1)=O)C1C(NC(CC1)=O)=O